N,N'-{1,4,7-triazecane-1,7-diylbis[methylene(2-hydroxy-5-methyl-3,1-phenylene)]}bis(2,3-dihydroxypropanamide) N1(CCNCCN(CCC1)CC=1C(=C(C=C(C1)C)NC(C(CO)O)=O)O)CC=1C(=C(C=C(C1)C)NC(C(CO)O)=O)O